P(OC(C)C)([O-])=O iso-propyl phosphonate